ethyl 2-({8-methoxy-7-[3-(pyrrolidin-1-yl)propoxy]-1H,2H,3H-cyclopenta[c]quinolin-4-yl}amino)acetate COC1=CC=2C3=C(C(=NC2C=C1OCCCN1CCCC1)NCC(=O)OCC)CCC3